6-[(1R,3S,5R,7R)-adamantan-2-yl]-4-chloro-2-methyl-7,8-dihydro-6H-pyrrolo[2,3-g]quinazoline C12C(C3CC(CC(C1)C3)C2)N2CCC3=C2C=C2C(=NC(=NC2=C3)C)Cl